2-(2-methoxyethoxy)ethyl 2-amino-3-(thiophen-3-yl)propanoate NC(C(=O)OCCOCCOC)CC1=CSC=C1